N-(2-(N-(quinoline-5-yl)aminosulfonyl)-pyridin-4-yl)-2-oxo-2H-chromene-8-amide N1=CC=CC2=C(C=CC=C12)NS(=O)(=O)C1=NC=CC(=C1)NC(=O)C=1C=CC=C2C=CC(OC12)=O